C1(CC1)CN1C(=CC=2C1=NC(=CC2)N(S(=O)(=O)C)C(F)F)C2=NC1=C(N2C)C(=CC(=C1)C(=O)N1CC2(CCCCN2)CCC1)OC N-(1-(cyclopropylmethyl)-2-(7-methoxy-1-methyl-5-(1,8-diazaspiro[5.5]undecane-8-carbonyl)-1H-benzo[d]imidazol-2-yl)-1H-pyrrolo[2,3-b]pyridin-6-yl)-N-(difluoromethyl)methanesulfonamide